3-{4-[(2-cyclopropylethyl)[(1r,4r)-4-[3-(trifluoromethyl)pyrrolidin-1-yl]cyclohexyl]amino]-1-oxo-3H-isoindol-2-yl}piperidine-2,6-dione C1(CC1)CCN(C1=C2CN(C(C2=CC=C1)=O)C1C(NC(CC1)=O)=O)C1CCC(CC1)N1CC(CC1)C(F)(F)F